(1-(6-((2-amino-2-oxo-1-phenylethyl)thio)-3,5-dicyano-4-ethylpyridin-2-yl)piperidin-4-yl)hexanamide NC(C(C1=CC=CC=C1)SC1=C(C(=C(C(=N1)N1CCC(CC1)C(C(=O)N)CCCC)C#N)CC)C#N)=O